C(C)(C)(C)OC(=O)NN1C(C(CC1)CCC(=O)[O-])=O (tert-butoxycarbonyl-amino)-2-oxo-3-pyrrolidinepropanoate